[Ca].C1(=C(C(=C2C(=CC3=CC=CC4=CC=C1C2=C34)S(=O)(=O)O)S(=O)(=O)O)S(=O)(=O)O)S(=O)(=O)O pyrenetetrasulfonic acid calcium